CC=1C=C2C(=C(NC2=CC1C(=O)O)CCCCC)CC(=O)O 5-methyl-2-pentyl-3-(carboxymethyl)-1H-indole-6-formic acid